O(C1=CC=CC=C1)C(C(=O)O)C(=O)O Phenoxymalonic acid